C1(CC1)C1=NC(=C2N1CCNC2)C=2C(=NC=CC2)C(C)C cyclopropyl-1-(2-isopropylpyridin-3-yl)-5,6,7,8-tetrahydroimidazo[1,5-a]pyrazine